6-(2,6-dimethylphenyl)-5-methoxypyridinecarboxaldehyde CC1=C(C(=CC=C1)C)C1=C(C=CC(=N1)C=O)OC